CN1C[C@H]2N(C3=CC(=CC=C3N(C2)C)N)CC1 (R)-3,6-dimethyl-2,3,4,4a,5,6-hexahydro-1H-Pyrazino[1,2-a]quinoxalin-9-amine